3-(tert-butyl)-6-fluoroquinazoline-2,4(1H,3H)-dione C(C)(C)(C)N1C(NC2=CC=C(C=C2C1=O)F)=O